5-(4-((2,3-dihydrobenzo[b][1,4]dioxin-2-yl)methyl)piperazin-1-yl)pyrrolidin-2-one O1C2=C(OCC1CN1CCN(CC1)C1CCC(N1)=O)C=CC=C2